[Si](C)(C)(C(C)(C)C)OC[C@H](C)N1N=C(C=C1C(=O)OCC)CC ethyl 2-[(1S)-2-[tert-butyl(dimethyl)silyl]oxy-1-methyl-ethyl]-5-ethyl-pyrazole-3-carboxylate